ClCC1=NC(=NO1)CC(=O)NC1=CC=CC=C1 2-(5-(Chloromethyl)-1,2,4-oxadiazol-3-yl)-N-phenylacetamide